isopropyl (S)-6-diazo-2-((S)-2-ethoxy-3-(4-fluorophenyl) propanamido)-5-oxohexanoate [N+](=[N-])=CC(CC[C@@H](C(=O)OC(C)C)NC([C@H](CC1=CC=C(C=C1)F)OCC)=O)=O